(E)-5-(3,5-difluorobenzyl)-3-(2-(pyridin-2-yl)vinyl)-1H-indazole FC=1C=C(CC=2C=C3C(=NNC3=CC2)\C=C\C2=NC=CC=C2)C=C(C1)F